CC1=CC2=C(NN=N2)C=C1 5-methyl-1H-benzo[d][1,2,3]triazol